(R,E)-2-Methyl-N-(2-(1-(trifluoromethyl)cyclopropyl)ethylidene)propane-2-sulfinamide CC(C)(C)[S@@](=O)/N=C/CC1(CC1)C(F)(F)F